Methyl 4,5-diaminopicolinate NC1=CC(=NC=C1N)C(=O)OC